ClC1=CC(=CC2=CC=CC=C12)B(O)O 1-chloro-3-naphthylboronic acid